5-chloro-3-(((((R)-1-phenylethoxy)carbonyl)amino)methyl)thiophene ClC1=CC(=CS1)CNC(=O)O[C@H](C)C1=CC=CC=C1